C1(C=CCCC1)NC(COC1=CC=C2C=CC(=CC2=C1)C(CC(=O)O)C1=C(C=C(C=C1)OC)C)=O 3-(7-(2-(cyclohex-2-en-1-ylamino)-2-oxoethoxy)naphthalen-2-yl)-3-(4-methoxy-2-methylphenyl)propanoic acid